CCCCCCCC/C=C\CCCCCCCC(=O)OC[C@@H]1[C@H]([C@@H]([C@H]([C@H](O1)O[C@]2([C@H]([C@@H]([C@H](O2)COC(=O)CCCCCCC/C=C\CCCCCCCC)OC(=O)CCCCCCC/C=C\CCCCCCCC)OC(=O)CCCCCCC/C=C\CCCCCCCC)COC(=O)CCCCCCC/C=C\CCCCCCCC)OC(=O)CCCCCCC/C=C\CCCCCCCC)OC(=O)CCCCCCC/C=C\CCCCCCCC)OC(=O)CCCCCCC/C=C\CCCCCCCC sucrose octaoleate